CC1(CCC(CC1)(N)C)N (E)-dimethylcyclohexane-1,4-diamine